1,6-bis(acryloyloxy)hexane C(C=C)(=O)OCCCCCCOC(C=C)=O